N-(tetrahydro-2H-pyran-4-yl)-5-(2-((3,3,3-trifluoropropyl)amino)-7H-pyrrolo[2,3-d]pyrimidin-5-yl)pyrazolo[1,5-a]pyridine-3-carboxamide O1CCC(CC1)NC(=O)C=1C=NN2C1C=C(C=C2)C2=CNC=1N=C(N=CC12)NCCC(F)(F)F